(1R,3r,5S,7s)-benzyl 3-(benzyloxy)-7-fluoro-9-azabicyclo[3.3.1]nonane-9-carboxylate C(C1=CC=CC=C1)OC1C[C@@H]2CC(C[C@H](C1)N2C(=O)OCC2=CC=CC=C2)F